methyl (2E,6E,10R,11S)-10,11-epoxy-7-ethyl-3,11-dimethyl-2,6-tridecadienoate C(C)\C(=C/CC/C(=C/C(=O)OC)/C)\CC[C@@H]1[C@](CC)(O1)C